FC=1C(=C(C#N)C=CC1)N1C[C@@H](CC1)OC1=NC=C(C=C1)C(F)(F)F (R)-3-fluoro-2-(3-(5-(trifluoromethyl)pyridin-2-yloxy)pyrrolidin-1-yl)benzonitrile